ClC1=NC=CC(=N1)C(=O)NCC(=O)C12CCC(CC1)(CC2)CNC(OC(C)(C)C)=O tert-butyl ({4-[N-(2-chloropyrimidine-4-carbonyl)glycyl]bicyclo[2.2.2]octan-1-yl}methyl)carbamate